butyl (S)-7-((S)-2-(benzyloxy)-1-cyclopentyl-2-oxoethyl)-6-oxo-2,7-diazaspiro[4.4]nonane-2-carboxylate C(C1=CC=CC=C1)OC([C@H](C1CCCC1)N1C([C@]2(CCN(C2)C(=O)OCCCC)CC1)=O)=O